C(CCCCC)C(CC(=O)OCCCCCCNCCCCCO)CCCCCCCC 6-((5-hydroxypentyl)amino)hexyl 3-hexylundecanoate